(4-(pyrazolo[1,5-a]pyridin-2-yl)-6,7-dihydro-1H-imidazo[4,5-c]pyridin-5(4H)-yl)methanone N1=C(C=C2N1C=CC=C2)C2N(CCC1=C2N=CN1)C=O